Octyl 3-[3-(benzotriazol-2-yl)-5-tert-butyl-4-hydroxy-phenyl]propanoate Methyl-3-[3-(benzotriazol-2-yl)-5-tert-butyl-4-hydroxy-phenyl]propanoate SODIUM DICHLORoACETATE ClC(C(=O)[O-])Cl.[Na+].COC(CCC1=CC(=C(C(=C1)C(C)(C)C)O)N1N=C2C(=N1)C=CC=C2)=O.N=2N(N=C1C2C=CC=C1)C=1C=C(C=C(C1O)C(C)(C)C)CCC(=O)OCCCCCCCC